FC(C(=O)O)(F)F.NCCOCCOCCN1C(C=CC1=O)=O 1-(2-(2-(2-aminoethoxy)ethoxy)ethyl)-1H-pyrrole-2,5-dione trifluoroacetate salt